3-amino-N-[4-chloro-5-isopropyl-6-(o-tolyl)pyrimidin-2-yl]benzenesulfonamide NC=1C=C(C=CC1)S(=O)(=O)NC1=NC(=C(C(=N1)Cl)C(C)C)C1=C(C=CC=C1)C